N1N=CC(=C1)C1=CC=C2C=NC(=NC2=C1)NC1=CC=C(C(=O)NC2CCN(CC2)C)C=C1 4-((7-(1H-pyrazol-4-yl)quinazolin-2-yl)amino)-N-(1-methylpiperidin-4-yl)benzamide